BrC1=CN(C(C=2CCCCC12)=O)C 4-bromo-2-methyl-5,6,7,8-tetrahydroisoquinolin-1(2H)-one